[NH4+].[NH4+].[N+](=[N-])(C1SC2=C(N1CC)C=CC(=C2)S(=O)(=O)[O-])C2SC1=C(N2CC)C=CC(=C1)S(=O)(=O)[O-] 2,2'-diazobis(3-ethylbenzthiazoline-6-sulfonic acid) diammonium salt